CC1=C(C=C(C(=O)O)C=C1)SC 4-Methyl-3-(methylthio)benzoic acid